3-(5-tert-butyl-2-hydroxy-phenyl)-4-[1-methyl-5-[2-(5,6,7,8-tetrahydro-1,8-naphthyridin-2-yl)ethoxy]pyrazol-3-yl]butanoic Acid Sodium Salt [Na+].C(C)(C)(C)C=1C=CC(=C(C1)C(CC(=O)[O-])CC1=NN(C(=C1)OCCC1=NC=2NCCCC2C=C1)C)O